1-N'-(4-Fluorophenyl)-1-N-[4-[7-[1-(trifluoromethyl)pyrazol-4-yl]quinolin-4-yl]oxyphenyl]cyclopropane-1,1-dicarboxamide FC1=CC=C(C=C1)NC(=O)C1(CC1)C(=O)NC1=CC=C(C=C1)OC1=CC=NC2=CC(=CC=C12)C=1C=NN(C1)C(F)(F)F